2-(4-cyclopropyl-6-methoxypyrimidin-5-yl)-N-(4-(1-(2,2-difluoroethyl)-4-(trifluoromethyl)-1H-imidazol-2-yl)benzyl)-7H-purin-6-amine C1(CC1)C1=NC=NC(=C1C1=NC(=C2NC=NC2=N1)NCC1=CC=C(C=C1)C=1N(C=C(N1)C(F)(F)F)CC(F)F)OC